4-Methylbenzenesulfonic acid, hydrate O.CC1=CC=C(C=C1)S(=O)(=O)O